[Si](C)(C)(C(C)(C)C)O[C@H](CON1C(C2=C(N(C(C=C2CC1)=O)C)NC1=C(C=C(C=C1)I)F)=O)C (S)-2-(2-((tert-butyldimethylsilyl)oxy)propoxy)-8-((2-fluoro-4-iodophenyl)amino)-7-methyl-3,4-dihydro-2,7-naphthyridine-1,6(2H,7H)-dione